N-[(1R,3S)-3-{[6-chloro-2-(trifluoromethyl)quinolin-4-yl]amino}cyclohexyl]-3-cyano-1-(difluoromethyl)-1H-pyrazole-4-carboxamide ClC=1C=C2C(=CC(=NC2=CC1)C(F)(F)F)N[C@@H]1C[C@@H](CCC1)NC(=O)C=1C(=NN(C1)C(F)F)C#N